5'-bromo-1',3'-dihydrospiro[cyclopropane-1,2'-indene]-1'-amine hydrochloride Cl.BrC=1C=C2CC3(C(C2=CC1)N)CC3